7-Chloro-3,4-dihydro-2H-benzo[b][1,4]oxazine ClC=1C=CC2=C(OCCN2)C1